C[Si](CCOCN1N=CC(=N1)N)(C)C 2-(2-trimethylsilylethoxymethyl)triazol-4-amine